BrC1=CC=C(CC2=NC3=CC=CC=C3N=C2C2=CC=CC=C2)C=C1 2-(4-bromobenzyl)-3-phenylquinoxaline